6-[5-(1-bromoethyl)-3-cyano-1,2,4-triazol-1-yl]pyridine-3-carbonitrile BrC(C)C1=NC(=NN1C1=CC=C(C=N1)C#N)C#N